Perfluoropentanesulfonamide FC(C(C(C(C(F)(F)F)(F)F)(F)F)(F)F)(S(=O)(=O)N)F